NC1=NC=C(C=C1OC1=CC=C(C=C1)NC(=O)NC1=CC=C(C=C1)C)Cl 1-(4-((2-amino-5-chloropyridin-3-yl)oxy)phenyl)-3-(p-tolyl)urea